[Cl-].[Cl-].C1(C=CC=C1)[Ti+2]OC1=CC2=CC=CC=C2C=C1 cyclopentadienyl-(2-naphthoxy)-titanium dichloride